magnesium lauryl sulfosuccinate S(=O)(=O)(O)C(C(=O)OCCCCCCCCCCCC)CC(=O)[O-].[Mg+2].C(CCCCCCCCCCC)OC(C(CC(=O)[O-])S(=O)(=O)O)=O